6-methoxy-6-oxohex-3-enoic acid methyl ester COC(CC=CCC(=O)OC)=O